t-butyl 4-acetyl-2-methylpiperidine-1-carboxylate C(C)(=O)C1CC(N(CC1)C(=O)OC(C)(C)C)C